(E)-N-(4-(1-(6-(4-(7-(2-(2,6-dioxopiperidin-3-yl)-1-oxoisoindoline-4-yl)heptyl)piperazin-1-yl)nicotinoyl)piperidin-4-yl)butyl)-3-(pyridin-3-yl)acrylamide O=C1NC(CCC1N1C(C2=CC=CC(=C2C1)CCCCCCCN1CCN(CC1)C1=NC=C(C(=O)N2CCC(CC2)CCCCNC(\C=C\C=2C=NC=CC2)=O)C=C1)=O)=O